(3S,3aR,8bS)-2-(5-(aminomethyl)-1,3,4-oxadiazol-2-yl)-6,8-dimethoxy-3a-(4-methoxyphenyl)-3-phenyl-1,2,3,3a-tetrahydro-8bH-cyclopenta[b]benzofuran-1,8b-diol NCC1=NN=C(O1)C1C([C@@]2([C@@](OC3=C2C(=CC(=C3)OC)OC)([C@@H]1C1=CC=CC=C1)C1=CC=C(C=C1)OC)O)O